N-Boc-1,2,5,6-tetrahydropyridine CC(C)(C)OC(=O)N1CCC=CC1